3-(hydroxymethyl)piperazine-1-carboxamide OCC1CN(CCN1)C(=O)N